C(C(C)C)OC(CCC(=O)O)=O succinic acid mono-isobutyl ester